tert-butyl 2-((3-(4-(1-(trifluoromethyl)cyclopropyl)benzyl)-1,2,4-oxadiazol-5-yl)methyl)acrylate FC(C1(CC1)C1=CC=C(CC2=NOC(=N2)CC(C(=O)OC(C)(C)C)=C)C=C1)(F)F